6-hydroxy-N-(3-(4-iodophenyl)isoxazol-5-yl)nicotinamide OC1=NC=C(C(=O)NC2=CC(=NO2)C2=CC=C(C=C2)I)C=C1